(cis)-2-(2-oxo-4-(o-tolyl)-2H-chromen-7-yl)cyclopropane-1-carboxylic acid O=C1OC2=CC(=CC=C2C(=C1)C1=C(C=CC=C1)C)[C@@H]1[C@@H](C1)C(=O)O